benzyl (2S)-2-(cyanomethyl)-4-[6-[(3-methoxy-1-naphthyl)carbamoyl]-2-[(1-methylpyrazol-4-yl)methylamino]pyrimidin-4-yl]piperazine-1-carboxylate C(#N)C[C@@H]1N(CCN(C1)C1=NC(=NC(=C1)C(NC1=CC(=CC2=CC=CC=C12)OC)=O)NCC=1C=NN(C1)C)C(=O)OCC1=CC=CC=C1